trans-rac-N-(2-Chloro-5-(2,2-dichloro-3-(3,5-dichlorophenyl)cyclopropane-1-carboxamido)phenyl)-3,5-difluoropicolinamide ClC1=C(C=C(C=C1)NC(=O)[C@@H]1C([C@H]1C1=CC(=CC(=C1)Cl)Cl)(Cl)Cl)NC(C1=NC=C(C=C1F)F)=O |r|